1-(5-(methoxycarbonyl)pyridin-2-yl)-3-methylpyrrolidine-3-carboxylic acid COC(=O)C=1C=CC(=NC1)N1CC(CC1)(C(=O)O)C